CC1OB(OC1)B1OC(C(O1)(C)C)(C)C Methyl-2-(4,4,5,5-tetramethyl-1,3,2-dioxaborolan-2-yl)-1,3,2-dioxaborolane